C(#N)C1=CC=C(CCN[C@H](C(=O)NC2=NC=C(C=C2)C=2C=NN(C2)C)C2=CC=C(C=C2)C(F)(F)F)C=C1 |r| (S)- and (R)-2-((4-cyanophenEthyl)amino)-N-(5-(1-methyl-1H-pyrazol-4-yl)pyridin-2-yl)-2-(4-(trifluoro-methyl)phenyl)-acetamide